ethyl-3-(octyloxy)propan C(C)CCCOCCCCCCCC